C(C)OC(CC1=CSC=C1)=O Thiophene-3-acetic acid ethyl ester